3-(2-amino-4-(3-cyano-4-fluorophenyl)pyridin-3-yl)-N-methylpropanamide NC1=NC=CC(=C1CCC(=O)NC)C1=CC(=C(C=C1)F)C#N